C(CCC)OB(CCCC)CCCC butoxydibutyl-boron